C1(=CC=CC=C1)P([C@H](C)C[C@@H](C)P(C1=CC=CC=C1)C1=CC=CC=C1)C1=CC=CC=C1 (2R,4R)-2,4-bis(diphenylphosphino)pentane